1-(4-Bromo-2-methoxyphenyl)-4-chloro-6-fluorophthalazine BrC1=CC(=C(C=C1)C1=NN=C(C2=CC(=CC=C12)F)Cl)OC